(R)-5-(difluoromethyl)-2-(4-((6,6-dimethyltetrahydro-2H-pyran-3-yl)amino)pyrido[3,4-d]pyridazin-1-yl)phenol FC(C=1C=CC(=C(C1)O)C1=C2C(=C(N=N1)N[C@H]1COC(CC1)(C)C)C=NC=C2)F